(1R,2S)-2-(3-trifluoromethylphenyl)cyclohexan-1-ol FC(C=1C=C(C=CC1)[C@H]1[C@@H](CCCC1)O)(F)F